BrC1=CC=C(/C=C/C2CCN(CC2)C)C=C1 (E)-4-(4-bromostyryl)-1-methylpiperidine